methyl 2-((((3-chlorobenzyl)oxy)carbonyl)amino)-4,4-dimethylpentanoate ClC=1C=C(COC(=O)NC(C(=O)OC)CC(C)(C)C)C=CC1